NC1=NC=2C=CC(=CC2C2=C1C=NN2C)C(=O)N2CC(C2)C2=CC=C(C=C2)C(F)(F)F (4-amino-1-methyl-1H-pyrazolo[4,3-c]quinolin-8-yl)(3-(4-(trifluoromethyl)phenyl)-1-azetidinyl)methanone